BrC=1C=CC=2C3(C4=CC=C(C=C4C2C1)Br)C1=CC=CC=C1N(C=1C=CC=CC13)CCOP(O)(O)=O (2-(3',6'-dibromo-10H-spiro[acridin-9,9'-fluorene]-10-yl)ethyl)phosphoric acid